6-{3,6-diazabicyclo[3.1.1]heptan-3-yl}pyridazine-3-carbonitrile C12CN(CC(N1)C2)C2=CC=C(N=N2)C#N